ClC=1C=CC(=NC1)O[C@H]1C[C@H](N(C1)C1=NC=C(C(=O)O)C=C1)COC(F)F 6-((2S,4S)-4-((5-chloropyridin-2-yl)oxy)((difluoromethoxy)methyl)pyrrolidin-1-yl)nicotinic acid